[Si](C)(C)(C(C)(C)C)OCCN1N=C(C(=C1)NC=1N=CC2=C(N1)N(C(=C2)C#N)[C@H]2[C@@H](COCC2)C)OC2COC2 2-((1-(2-((tert-Butyldimethylsilyl)oxy)ethyl)-3-(oxetan-3-yloxy)-1H-pyrazol-4-yl)amino)-7-((3S,4R)-3-methyltetrahydro-2H-pyran-4-yl)-7H-pyrrolo[2,3-d]pyrimidine-6-carbonitrile